C(C)OC(=C)C1=NN(C(C=2N1C=1C=CC=CC1C2)=O)CC(=O)OC methyl 2-[4-(1-ethoxy vinyl)-1-oxo-[1,2,4]triazino[4,5-a]indol-2-yl]acetate